C1(OCN2C1=CC=1C=CC=CC21)=O 3H-oxazolo[3,4-a]indol-1-one